S1C=CC=C1 anti-thiophene